1,2-bis(m-methylphenyl)ethylene CC=1C=C(C=CC1)C=CC1=CC(=CC=C1)C